Benzyl (E)-cinnamate C(\C=C\C1=CC=CC=C1)(=O)OCC1=CC=CC=C1